(exo)-N-(8-(bis(2,4-dimethoxybenzyl)amino)-6-chloro-2,7-naphthyridin-3-yl)-2-Hydroxybicyclo[3.1.0]Hexane-6-carboxamide COC1=C(CN(C=2N=C(C=C3C=C(N=CC23)NC(=O)C2C3CCC(C23)O)Cl)CC2=C(C=C(C=C2)OC)OC)C=CC(=C1)OC